O=C(CCCC(=O)ON1C(CCC1=O)=O)ON1C(CCC1=O)=O 1,1'-[(1,5-dioxopentane-1,5-diyl)bis(oxy)]di(pyrrolidine-2,5-dione)